trans-1,2-bis(diphenylphosphino)ethylene C1(=CC=CC=C1)P(\C=C\P(C1=CC=CC=C1)C1=CC=CC=C1)C1=CC=CC=C1